4-bromo-5-chloro-2-(2-methylimidazol-1-yl)aniline BrC1=CC(=C(N)C=C1Cl)N1C(=NC=C1)C